1,1-DIMETHYL-2-ETHYL-CYCLOPENTANE CC1(C(CCC1)CC)C